BrC1=C(C=CC=C1)C(C1=CC=CC=C1)Br 1-bromo-2-(bromo(phenyl)methyl)benzene